4-{(S)-2-[(S)-2-(methoxycarbonylamino)-3-phenylpropionylamino]-2-[2-(3-methylthiophen-2-yl)thiazol-4-yl]Ethyl}phenylaminosulfonic acid COC(=O)N[C@H](C(=O)N[C@@H](CC1=CC=C(C=C1)NS(=O)(=O)O)C=1N=C(SC1)C=1SC=CC1C)CC1=CC=CC=C1